5-[4-[2-methoxy-6-(trifluoromethyl)benzoylamino]phenyl]-1H-naphtho[1,2-b][1,4]diazepine-2,4(3H,5h)-dione COC1=C(C(=O)NC2=CC=C(C=C2)N2C3=C(NC(CC2=O)=O)C2=CC=CC=C2C=C3)C(=CC=C1)C(F)(F)F